C(C)(C)C=1C=C(CN2CCC3(CC2)COC2=C4CN(C(C4=CC=C23)=O)C2C(NC(CC2)=O)=O)C=CC1 3-(1'-(3-isopropylbenzyl)-6-oxo-6,8-dihydro-2H,7H-spiro[furo[2,3-e]isoindole-3,4'-piperidin]-7-yl)piperidine-2,6-dione